[Si](C1=CC=CC=C1)(C1=CC=CC=C1)(C(C)(C)C)OCCCN1COCC2=C1N=C(N=C2Cl)Cl 1-(3-((tert-butyldiphenylsilyl)oxy)propyl)-5,7-dichloro-1,4-dihydro-2H-pyrimido[4,5-d][1,3]oxazine